CNS(=O)(=O)C1=NN2C(CN(CCC2)C(=O)[O-])=C1 2-(N-methylsulfamoyl)-7,8-dihydro-4H-pyrazolo[1,5-a][1,4]diazepine-5(6H)-carboxylate